C12C(CC(CC1)C2)NC(CCS(=O)(=O)O)C 3-(2-norbornyl)aminobutane-1-sulfonic acid